BrC(=O)[C@](O)([C@@](O)([C@](O)([C@H](O)C(O)OC(C)=O)OC(C)=O)OC(C)=O)OC(C)=O 1-bromo-2,3,4,6-tetraacetoxy-D-glucose